COC(=O)C1CC2(CNC2)C1 2-azaspiro[3.3]Heptane-6-carboxylic acid methyl ester